C(C)(C)N(CC1=CC=NC=C1)CC1=C(C=CC(=C1)[N+](=O)[O-])O 2-((Isopropyl-(pyridin-4-ylmethyl)amino)methyl)-4-nitrophenol